N-Boc-1,6-hexanediamine hydrochloride Cl.C(=O)(OC(C)(C)C)NCCCCCCN